C1(=C(C(=C(C(=C1[2H])[2H])[2H])[2H])[2H])O (2H5)phenol